C(C)NC(=O)[C@H]1O[C@H]([C@@H]([C@@H]1O)O)N1C2=NC(=NC(=C2N=C1)NC)C=1C=NC=CC1OC (2s,3s,4r,5r)-N-ethyl-3,4-dihydroxy-5-(2-(4-methoxypyridin-3-yl)-6-(methylamino)-9H-purin-9-yl)tetrahydrofuran-2-carboxamide